C1CC12NC[C@H](CC2)NC2=NC=C(C(=N2)C2=CNC=1C(N(CCCC12)C=1C=NN(C1)C)=O)C(F)(F)F 3-(2-{[(6S)-4-azaspiro[2.5]octan-6-yl]amino}-5-(trifluoromethyl)pyrimidin-4-yl)-7-(1-methyl-1H-pyrazol-4-yl)-1H,4H,5H,6H,7H,8H-pyrrolo[2,3-c]azepin-8-one